O[C@@H]1CC2=CC=C3[C@@H]4CC[C@H]([C@@H](CCCC(C)C)C)[C@]4(CC[C@@H]3[C@]2(CC1)C)C 3β-Hydroxycholesta-5,7-dien